FC=1C(=NC=CC1CN1C(OC2=C(C=CC(=C2)OC=2OC(=CN2)C)C12CCC2)=O)NS(=O)(=O)NC 3-{[3-fluoro-2-(methylaminosulfonylamino)-4-pyridyl]methyl}-7-(5-methyl-1,3-oxazol-2-yloxy)-2H,3H-spiro[1,3-benzoxazine-4,1'-cyclobutan]-2-one